(1R,2S,5S)-3-[(2S)-3,3-dimethyl-2-[(2,2,2-trifluoroacetyl)amino]butanoyl]spiro[3-azabicyclo[3.1.0]hexane-6,1'-cyclopropane]-2-carboxylic acid CC([C@@H](C(=O)N1[C@@H]([C@@H]2[C@H](C1)C21CC1)C(=O)O)NC(C(F)(F)F)=O)(C)C